4-amino-7-bromoimidazo[1,5-a]quinoxaline-8-carboxylic acid NC=1C=2N(C3=CC(=C(C=C3N1)Br)C(=O)O)C=NC2